ClC=1N=NC(=C(C1CC(CO)O)C(F)(F)F)Cl 3-[3,6-dichloro-5-(trifluoromethyl)pyridazin-4-yl]propane-1,2-diol